ClC=1C(=NC=C(C1)C(F)(F)F)NNC(C(C)N1N=CC(=C1)C1=CC(=CC=2C(C3=CC=CC=C3C12)(C(F)(F)F)O)OC)=O N'-(3-chloro-5-(trifluoromethyl)pyridin-2-yl)-2-(4-(9-hydroxy-2-methoxy-9-(trifluoromethyl)-9H-fluoren-4-yl)-1H-pyrazol-1-yl)propanehydrazide